Cl.C1(=CC=CC=C1)C=1C=C(CN(CCO)OCC)C=CC1C1=CC=CC=C1 2-(3,4-diphenyl-ethoxybenzyl-amino)ethanol hydrochloride